1-(4Z,7Z,10Z,13Z,16Z,19Z-docosahexaenoyl)-2-(9Z-heptadecenoyl)-glycero-3-phosphocholine CCCCCCC/C=C\CCCCCCCC(=O)O[C@H](COC(=O)CC/C=C\C/C=C\C/C=C\C/C=C\C/C=C\C/C=C\CC)COP(=O)([O-])OCC[N+](C)(C)C